BrC1=CC(=C(C=O)C=C1)N(C)C 4-bromo-2-(dimethylamino)benzaldehyde